1-(dimethoxymethyl)-7-methoxy-1,2,3,4-tetrahydroisoquinolin-6-ol COC(C1NCCC2=CC(=C(C=C12)OC)O)OC